N-(3,4-Dichlorobenzyl)-N'-n-propyl-N''-prop-2-ynyl-[1,3,5]triazine-2,4,6-triamine ClC=1C=C(CNC2=NC(=NC(=N2)NCCC)NCC#C)C=CC1Cl